4-amino-2-(6-(3-cyclopropyl-3-hydroxypyrrolidin-1-yl)pyrazin-2-yl)-6-(thiazol-2-yl)nicotinonitrile NC1=CC(=NC(=C1C#N)C1=NC(=CN=C1)N1CC(CC1)(O)C1CC1)C=1SC=CN1